trans-tertbutyl 6-(2-chloro-6-(6-(methylcarbamoyl)pyrimidin-4-yl)pyridin-4-yl)hexahydropyrazino[2,1-c][1,4]oxazine-8(1H)-carboxylate ClC1=NC(=CC(=C1)[C@@H]1CN(C[C@@H]2COCCN21)C(=O)OC(C)(C)C)C2=NC=NC(=C2)C(NC)=O